CCCCCCCN 7-heptylamine